FC1=CC=CC(=N1)NC1=NC=C(C(=O)NOC)C(=C1)NC1=C(C(=CC=C1)C=1C=NN(C1)C)N(S(=O)(=O)C)C 6-((6-fluoropyridin-2-yl)amino)-N-methoxy-4-((3-(1-methyl-1H-pyrazol-4-yl)-2-(N-methylmethanesulfonamido)phenyl)amino)nicotinamide